CC=1C=C(C=2C3[C@H](C(OC2C1)(C)C)CC=C(C3)C)O (6Ar)-3,6,6,9-tetramethyl-6a,7,10,10a-tetrahydrobenzo[c]chromen-1-ol